C1(CC1)C=1N=NN(C1)[C@H](C(=O)N1[C@@H](C[C@H](C1)O)C(=O)NCC1N(CC(C1)O)C)C(C)(C)C (2S,4R)-1-[(2S)-2-(4-cyclopropyltriazol-1-yl)-3,3-dimethyl-butanoyl]-4-hydroxy-N-[(4-hydroxy-1-methyl-pyrrolidin-2-yl)methyl]pyrrolidine-2-carboxamide